5-[methyl(2,2,6,6-tetramethylpiperidin-4-yl)amino]pyrazin CN(C=1N=CC=NC1)C1CC(NC(C1)(C)C)(C)C